(6-((5-(2-Fluoro-5-(3-(trifluoromethyl) benzamido) phenethyl)-1H-pyrazol-3-yl) amino)-2-methylpyrimidin-4-yl) methylsulfonate CS(=O)(=O)OC1=NC(=NC(=C1)NC1=NNC(=C1)CCC1=C(C=CC(=C1)NC(C1=CC(=CC=C1)C(F)(F)F)=O)F)C